1,2-dimethyl-5-(2-methyl-7-{[(3R)-3-methyl-3,4-dihydroisoquinolin-2(1H)-yl]carbonyl}-1,2,3,4-tetrahydroisoquinolin-6-yl)-N-phenyl-N-(pyridin-4-yl)-1H-pyrrole-3-carboxamide CN1C(=C(C=C1C=1C=C2CCN(CC2=CC1C(=O)N1CC2=CC=CC=C2C[C@H]1C)C)C(=O)N(C1=CC=NC=C1)C1=CC=CC=C1)C